(tert-butoxycarbonylamino)-3-(3-(4-((5-chloro-3-fluoropyridin-2-yl)oxy)phenyl)-1,2,4-oxadiazol-5-yl)propanoate C(C)(C)(C)OC(=O)NC(C(=O)[O-])CC1=NC(=NO1)C1=CC=C(C=C1)OC1=NC=C(C=C1F)Cl